5-fluoro-N2-(4-(2-methoxyethoxy)phenyl)-N4-(3-nitrophenyl)pyrimidine-2,4-diamine FC=1C(=NC(=NC1)NC1=CC=C(C=C1)OCCOC)NC1=CC(=CC=C1)[N+](=O)[O-]